CO[C@H](CN1N=C(C=C1)S(=O)(=O)N)C (S)-1-(2-methoxypropyl)-1H-pyrazole-3-sulfonamide